tert-butyl (E)-7-((2-((tert-butyldimethylsilyl)oxy)ethyl)sulfonyl)-2-(3-(3-ethoxy-3-oxoprop-1-en-1-yl)-2-methoxyphenyl)-2,6,6-trimethylheptanoate [Si](C)(C)(C(C)(C)C)OCCS(=O)(=O)CC(CCCC(C(=O)OC(C)(C)C)(C)C1=C(C(=CC=C1)\C=C\C(=O)OCC)OC)(C)C